FC1=C(C(=O)N2CC(CC2)C(=O)NC2=CC=C(C=C2)NC(=O)NC2=CNC3=CC=C(C=C23)F)C(=CC=C1)F 1-(2,6-Difluorobenzoyl)-N-(4-(3-(5-fluoro-1H-indol-3-yl)ureido)phenyl)pyrrolidine-3-carboxamide